3-(4-methoxyquinazolin-6-yl)-N-(6-(4-methylpiperazin-1-yl)pyridin-3-yl)-1H-pyrrolo[2,3-b]pyridine-5-carboxamide COC1=NC=NC2=CC=C(C=C12)C1=CNC2=NC=C(C=C21)C(=O)NC=2C=NC(=CC2)N2CCN(CC2)C